citraconyl-CoA pyruvate C(C(=O)C)(=O)O.C(\C(\C)=C/C(=O)O)(=O)SCCNC(CCNC([C@@H](C(COP(OP(OC[C@@H]1[C@H]([C@H]([C@@H](O1)N1C=NC=2C(N)=NC=NC12)O)OP(=O)(O)O)(=O)O)(=O)O)(C)C)O)=O)=O